5-(1,3-dimethyl-3-pentenyl)-2-norbornene CC(CC(=CC)C)C1C2C=CC(C1)C2